O=C(CCCCCCCC(=O)O)OC(CCCC)CCCCCCCC 9-oxo-9-(tridecan-5-yloxy)nonanoic acid